CC=1N=CN(C1)C=1C=C(C=CC1OC1=CC=CC=C1)N1C(N(C(NC1=O)=O)C1=CC(=CC=C1)C)=O 1-[3-(4-Methyl-1H-imidazol-1-yl)-4-phenoxyphenyl]-3-(3-methylphenyl)-1,3,5-triazinan-2,4,6-trion